3-methyl-7-[(4-methylmorpholin-2-yl)methyl]imidazo[4,5-b]pyridin-2-amine CN1C(=NC=2C1=NC=CC2CC2CN(CCO2)C)N